C[C@H]1N([C@H](CC1)C)C1=NC=CC=C1C(=O)NS(=O)(=O)C1=CC=NN1 (2R,5S)-2,5-dimethylpyrrolidin-1-yl-N-(1H-pyrazol-5-ylsulfonyl)pyridine-3-carboxamide